ClC1=C(C=CC(=C1)Cl)N1C[C@H](CC1)C(=O)N[C@@H]([C@H](O)C1=CC2=C(OCCO2)C=C1)CN1CCCC1 (S)-1-(2,4-dichlorophenyl)-N-((1R,2R)-1-(2,3-dihydrobenzo[b][1,4]dioxin-6-yl)-1-hydroxy-3-(pyrrolidin-1-yl)propan-2-yl)pyrrolidine-3-carboxamide